β-D-galactopyranosyl-(1→4)-2-acetamido-2-deoxy-D-glucose [C@@H]1([C@H](O)[C@@H](O)[C@@H](O)[C@H](O1)CO)O[C@@H]([C@@H]([C@H](C=O)NC(C)=O)O)[C@H](O)CO